2-acetyl-2-methyl-thiazolidine C(C)(=O)C1(SCCN1)C